N[C@@H]1CN(CCC1)C(=O)C1=CSC2=C1C=C(C(=C2)C2=CC=C(C=C2)C)C2=CC=C(C#N)C=C2 (S)-4-(3-(3-aminopiperidine-1-carbonyl)-6-(p-tolyl)benzothien-5-yl)benzonitrile